(R)-N-(7-(4-cyanopiperidin-1-yl)-3-hydroxy-3-methylchroman-6-yl)pyrazolo[1,5-a]pyrimidine-3-carboxamide C(#N)C1CCN(CC1)C1=C(C=C2C[C@@](COC2=C1)(C)O)NC(=O)C=1C=NN2C1N=CC=C2